2-((5S)-5-methyl-2-(3-oxo-3,4-dihydrospiro[benzo[b][1,4]oxazin-2,1'-cyclopropan]-6-yl)piperidin-1-yl)-2-oxoacetic acid C[C@H]1CCC(N(C1)C(C(=O)O)=O)C1=CC2=C(OC3(CC3)C(N2)=O)C=C1